7-Cyclopropyl-1,2,3,4,4a,5,6,7-octahydronaphtho[1,8-cd]azepin C1(CC1)C1C=2C=CC=C3CNCCC(C32)CC1